(S)-N-((1-(2-(3-(but-3-yn-1-yl)-3H-diazirin-3-yl)ethyl)pyrrolidin-3-yl)methyl)-2-(p-tolyl)benzo[d]imidazo[2,1-b]thiazole-7-carboxamide C(CC#C)C1(N=N1)CCN1C[C@@H](CC1)CNC(=O)C1=CC2=C(N3C(S2)=NC(=C3)C3=CC=C(C=C3)C)C=C1